C1(=CC=CC=C1)C(C1=CC=CC=C1)=NC1=NC=2CCN(CC2C=C1)C(=O)OC(C)(C)C tert-butyl 2-((diphenylmethylene)amino)-7,8-dihydro-1,6-naphthyridine-6(5H)-carboxylate